ClC1=C(C(=CC=C1)N1CCN(CC1)C(C)C)NC(=O)N1CCC(CC1)(C1=NOC(=N1)C1(CC1)C(F)(F)F)C N-{2-chloro-6-[4-(propan-2-yl)piperazin-1-yl]phenyl}-4-methyl-4-{5-[1-(trifluoromethyl)cyclopropyl]-1,2,4-oxadiazol-3-yl}piperidine-1-carboxamide